ClC1=C2C(=NC=C1C1=C3C=CNC3=CC=C1)NCC21CCCC1 4'-Chloro-5'-(1H-indol-4-yl)-1',2'-dihydrospiro[cyclopentane-1,3'-pyrrolo[2,3-b]pyridin]